(R)-3-(6-ethynyl-3-(2-morpholinoethoxy)pyridazin-4-yl)-10-methyl-9,10,11,12-tetrahydro-8H-[1,4]diazepino[5',6':4,5]thieno[3,2-f]quinolin C(#C)C1=CC(=C(N=N1)OCCN1CCOCC1)C1=NC=2C=CC3=C(C2C=C1)C1=C(S3)CN[C@@H](CN1)C